[2-(methacryloyloxy)ethyl]dimethylamine C(C(=C)C)(=O)OCCN(C)C